4-(6-(naphthalen-2-yl)-3-((pyrrolidin-3-ylamino)methyl)benzofuran-5-yl)benzonitrile C1=C(C=CC2=CC=CC=C12)C1=CC2=C(C(=CO2)CNC2CNCC2)C=C1C1=CC=C(C#N)C=C1